O1CCN(CC1)C=1SC=2C(=NC(=CC2)C=2C=NNC2)N1 2-morpholino-5-(1H-pyrazol-4-yl)thiazolo[4,5-b]pyridin